4-fluoro-N-(4-(methylsulfonyl)-1,2-dihydroacenaphthylen-5-yl)benzamide ethyl-2-[2-(4-fluorophenyl)ethyl]-4-hydroxy-5-iodo-6-isobutyl-pyridine-3-carboxylate C(C)OC(=O)C=1C(=NC(=C(C1O)I)CC(C)C)CCC1=CC=C(C=C1)F.FC1=CC=C(C(=O)NC2=C(C=C3CCC=4C=CC=C2C43)S(=O)(=O)C)C=C1